CC(=CCC1=C(C=C(C(=C1O)S(=O)(=O)C1=CC=C(C=C1)[N+](=O)[O-])CCCCC)O)CCC=C(C)C 2-(3,7-dimethylocta-2,6-dien-1-yl)-4-((4-nitrophenyl)sulfonyl)-5-pentylbenzene-1,3-diol